C(CCCCCCC)C(COC(C)=O)CCCCCCCCCC 2-((2-octyldodecyl)oxy)-2-oxoethan